C(C1=CC=CC=C1)N1S(C(C(C2=C1C=CC=C2)=O)C2=CC=C(C=C2)[N+](=O)[O-])(=O)=O 1-benzyl-3-(4-nitrophenyl)-1H-2,1-benzothiazin-4(3H)-one 2,2-dioxide